3,4-diphenylsulfolane C1(=CC=CC=C1)C1CS(=O)(=O)CC1C1=CC=CC=C1